methyl 2,2-dimethyl-3-oxo-cyclobutanecarboxylate CC1(C(CC1=O)C(=O)OC)C